3-Ethyl-4-methoxypyrazolo[1,5-a]pyridin-5-amine C(C)C=1C=NN2C1C(=C(C=C2)N)OC